2-(2-{4-[1-(5-chloro-1H-1,3-benzodiazol-2-yl)-4-[2-(4-fluorophenyl)ethyl]-5-hydroxy-1H-pyrazol-3-yl]piperidin-1-yl}-2-oxoethoxy)acetic acid ClC1=CC2=C(NC(=N2)N2N=C(C(=C2O)CCC2=CC=C(C=C2)F)C2CCN(CC2)C(COCC(=O)O)=O)C=C1